C1(CC1)C(=O)N1CC(C1)N1C(C2=CC=CC(=C2C1=O)[N+](=O)[O-])=O 2-(1-(cyclopropanecarbonyl)azetidin-3-yl)-4-nitroisoindoline-1,3-dione